ClC1=C(C(=O)N2COC3=C(C2)C=CC=C3C3=CC(=C(C(=O)O)C=C3F)N3C2COCC3CC2)C(=CC(=C1)N1CC2(C1)CC(C2)(C)O)Cl 4-[3-[2,6-dichloro-4-(6-hydroxy-6-methyl-2-azaspiro[3.3]heptan-2-yl)benzoyl]-2,4-dihydro-1,3-benzoxazin-8-yl]-5-fluoro-2-(3-oxa-8-azabicyclo[3.2.1]oct-8-yl)benzoic acid